BrC1=CC=C2N=CC(=NC2=C1)C=1C(=NOC1C)C 4-(7-Bromoquinoxalin-2-yl)-3,5-dimethylisoxazole